4-{6-[2-fluoro-1-(fluoromethyl)ethoxy]-3-(3-hydroxy-4-methoxybenzyl)-2,4-dioxo-3,4-dihydroquinazolin-1(2H)-yl}piperidine-1-carbaldehyde FCC(OC=1C=C2C(N(C(N(C2=CC1)C1CCN(CC1)C=O)=O)CC1=CC(=C(C=C1)OC)O)=O)CF